bis(2,3,5,6-tetrafluorophenyl) 3,3'-(ethane-1,2-diylbis(oxy))dipropionate C(COCCC(=O)OC1=C(C(=CC(=C1F)F)F)F)OCCC(=O)OC1=C(C(=CC(=C1F)F)F)F